OC1=C(C(=CC(=C1)C)C)C1=CC=C2C=CC(=NC2=N1)C1CC(CN(C1)C)CC(=O)O 2-[5-[7-(2-hydroxy-4,6-dimethyl-phenyl)-1,8-naphthyridin-2-yl]-1-methyl-3-piperidyl]acetic acid